ClC1=CC(=NC=N1)N1OCC[C@@H]1C1=CC(=CC=C1)OC1=CC=CC=C1 (R)-2-(6-Chloropyrimidin-4-yl)-3-(3-phenoxyphenyl)isoxazolidine